O(C(=O)CCCCCCCCC)CCCCCCCCCCCCC n-tridecyl caprate